N-(4-(cis-bicyclo[3.1.0]hexan-3-yloxy)-3-fluoro-5-methylphenyl)-2-(3-methoxy-3-methylazetidin-1-yl)-5-(2,2,2-trifluoroethyl)oxazole-4-carboxamide C12CC(CC2C1)OC1=C(C=C(C=C1C)NC(=O)C=1N=C(OC1CC(F)(F)F)N1CC(C1)(C)OC)F